COC(CNCC(=O)O)=O 2-[(2-methoxy-2-oxoethyl)amino]acetic acid